3-(5-(3-bromopyridin-2-yl)-1,3,4-oxadiazol-2-yl)-1-(4-methoxybenzyl)pyrrolidin-2-one BrC=1C(=NC=CC1)C1=NN=C(O1)C1C(N(CC1)CC1=CC=C(C=C1)OC)=O